C(C)OC(=O)[C@H]1N2C(N([C@H](CC1)C2)OCC2=CC=CC=C2)=O.ClC=2C(=C(C=CC2)NC(/C=N/O)=O)C(F)(F)F (E)-N-(3-chloro-2-(trifluoromethyl)phenyl)-2-(hydroxyimino)acetamide (2S,5R)-ethyl-6-(benzyloxy)-7-oxo-1,6-diazabicyclo[3.2.1]octane-2-carboxylate